C(C1=CC=CC=C1)/C(/CO)=C\C1=CC=CC=C1 (E)-α-benzylcinnamyl alcohol